methyl 2-(5-(3-(4-(4-fluorobenzoyl)-2-propylphenoxy)propoxy)-1H-indazol-1-yl)acetate FC1=CC=C(C(=O)C2=CC(=C(OCCCOC=3C=C4C=NN(C4=CC3)CC(=O)OC)C=C2)CCC)C=C1